ClC1=C(C=CC=C1)C1=NC=CC=C1C(=O)O 2-(2-chlorophenyl)pyridine-3-carboxylic acid